N-(1,3,4-thiadiazol-2-yl)-1H-imidazole-1-carboxamide S1C(=NN=C1)NC(=O)N1C=NC=C1